ClC1=C(C2=C(CC(O2)(C)C)C=C1)C#N 6-chloro-2,2-dimethyl-2,3-dihydrobenzofuran-7-carbonitrile